2-(4-[[3-isopropyl-1-(4-methylbenzene-sulfonyl)indol-5-yl]oxy]-3,5-dimethyl-phenyl)-3,5-dioxo-4H-1,2,4-triazine-6-carbonitrile C(C)(C)C1=CN(C2=CC=C(C=C12)OC1=C(C=C(C=C1C)N1N=C(C(NC1=O)=O)C#N)C)S(=O)(=O)C1=CC=C(C=C1)C